N[C@H]1[C@@H](CC(C2=CC=CC=C12)(C)C)O (1R,2R)-1-amino-4,4-dimethyl-1,2,3,4-tetrahydronaphthalen-2-ol